(S)-4'-((tert-Butoxycarbonyl)amino)-2'-methyl-4'H,6'H-spiro[piperidine-4,5'-pyrrolo[1,2-b]pyrazole]-1-carboxylic acid tert-butyl ester C(C)(C)(C)OC(=O)N1CCC2([C@@H](C=3N(N=C(C3)C)C2)NC(=O)OC(C)(C)C)CC1